Cl.C(C)(C)(C)OC(=O)C=1NC=CC1 pyrrole-2(1H)-carboxylic acid tert-butyl ester hydrochloride